ClC=1C(=NC(=NC1)NC=1C=C(C=NC1)N1C(C2(CC1)CCN(CC2)C(CN2CCC(CC2)C2=CC=C(NC1C(NC(CC1)=O)=O)C=C2)=O)=O)N2CC(OCC2)C2=CC=CC=C2 3-[4-[1-[2-[2-[5-[[5-chloro-4-(2-phenylmorpholin-4-yl)pyrimidin-2-yl]amino]-3-pyridyl]-1-oxo-2,8-diazaspiro[4.5]decan-8-yl]-2-oxo-ethyl]-4-piperidyl]anilino]piperidine-2,6-dione